(S)-1-(2-(1-(4-((2,3-difluorophenoxy)methyl)phenyl)imidazo[1,5-a]pyrazin-3-yl)pyrrolidin-1-yl)but-2-yn-1-one FC1=C(OCC2=CC=C(C=C2)C=2N=C(N3C2C=NC=C3)[C@H]3N(CCC3)C(C#CC)=O)C=CC=C1F